ClCC(=O)N1C2=C(OC(C1)C(=O)N)C=CC1=CC=CC=C12 1-(2-chloroacetyl)-2,3-dihydro-1H-naphtho[2,1-b][1,4]oxazine-3-carboxamide